2-azabicyclo[2.2.1]hept-2-ene-3-thiol C12N=C(C(CC1)C2)S